2-ethyl-N-(6-(4-isopropyl-4H-1,2,4-triazol-3-yl)pyridin-2-yl)-1H-indole-3-carboxamide C(C)C=1NC2=CC=CC=C2C1C(=O)NC1=NC(=CC=C1)C1=NN=CN1C(C)C